5-(3-(ethylsulfonyl)-6-(3-(trifluoromethyl)-1H-pyrazol-1-yl)pyridin-2-yl)-2-(trifluoromethyl)pyrazolo[1,5-a]pyrimidine C(C)S(=O)(=O)C=1C(=NC(=CC1)N1N=C(C=C1)C(F)(F)F)C1=NC=2N(C=C1)N=C(C2)C(F)(F)F